(R)-4-bromo-N-(2-((R)-4-(5-fluoropyridin-2-yl)-1,9-dioxaspiro[5.5]undecan-4-yl)ethyl)-2,3-dihydro-1H-inden-2-amine BrC1=C2C[C@@H](CC2=CC=C1)NCC[C@]1(CCOC2(C1)CCOCC2)C2=NC=C(C=C2)F